hydroxy-4-methyl-pyridinone OC=1C(NC=CC1C)=O